C(CCC)N[C@@H](C)C(=O)O N-butyl-L-alanine